acryloylaminobutyltrimethylammonium chloride [Cl-].C(C=C)(=O)NCCCC[N+](C)(C)C